(S)-tert-butyl 4-(3-(2-(2-cyclopropylphenyl)pyrrolidin-1-yl)cyclobutyl)piperidine-1-carboxylate C1(CC1)C1=C(C=CC=C1)[C@H]1N(CCC1)C1CC(C1)C1CCN(CC1)C(=O)OC(C)(C)C